ClC=1C=C(C=C(C1)Cl)C1=CC(=CC(=N1)OC=1C=NC(=NC1)N1CCN(CC1)CCC(=O)O)CN1CC[C@H]2C([C@H]2CC1)NS(=O)(=O)C 3-(4-(5-((6-(3,5-dichlorophenyl)-4-(((1R,7S,8r)-8-(methylsulfonamido)-4-azabicyclo[5.1.0]octan-4-yl)methyl)pyridin-2-yl)oxy)pyrimidin-2-yl)piperazin-1-yl)propanoic acid